BrCCCCN1C2=CC=CC=C2SC=2C=CC=CC12 10-(4-bromobutyl)-10H-phenothiazine